tert-butyl (3R,5S)-3-[4-[bis[(4-methoxyphenyl)methyl] amino]-2-oxo-3H-imidazo[4,5-c]pyridin-1-yl]-5-hydroxy-piperidine-1-carboxylate COC1=CC=C(C=C1)CN(C1=NC=CC2=C1NC(N2[C@H]2CN(C[C@H](C2)O)C(=O)OC(C)(C)C)=O)CC2=CC=C(C=C2)OC